C(C)C1=C(C2=CC=CC=C2C(=C1)OC(CCCCCCCC)=O)OC(CCCCCCCC)=O 2-ethyl-1,4-bis(n-nonanoyloxy)naphthalene